5-methyl-2-guanidinobenzimidazole CC1=CC2=C(N=C(N2)NC(=N)N)C=C1